Cl.N1(CCNCC1)CC1=CC2=C(C=C(O2)C2=C(C=CC=C2)NC(C=CC2=CC=CC=C2)=O)C=C1 N-(2-(6-(Piperazin-1-ylmethyl)benzofuran-2-yl)phenyl)cinnamamid Hydrochlorid